Stearic Acid C(CCCCCCCCCCCCCCCCC)(=O)O